ClC1=NC(=CC(=N1)NCCC1=CNC2=CC=CC=C12)Cl 2,6-dichloro-N-[2-(1H-indol-3-yl)ethyl]pyrimidin-4-amine